C(C)(C)(C)OC(=O)N1C[C@@H](N(CC1)C1=C(C=CC(=C1)C#N)OCC1=CC=C(C=C1)OC)C.C(C)(C)C1=C(C(=CC=C1)C(C)C)N1COC=C1 3-(2,6-diisopropylphenyl)oxazoline tert-butyl-(S)-4-(5-cyano-2-((4-methoxybenzyl)oxy)phenyl)-3-methylpiperazine-1-carboxylate